4-((2,4-difluorophenyl)ethyl)benzoic acid FC1=C(C=CC(=C1)F)CCC1=CC=C(C(=O)O)C=C1